N-[4-[4-[(1R,5S)-3-azabicyclo[3.1.0]hexane-6-carbonyl]piperazine-1-carbonyl]-3-chloro-phenyl]-5-[6-methoxy-2-(trifluoromethyl)-3-pyridyl]-1-methyl-imidazole-2-carboxamide [C@H]12CNC[C@@H]2C1C(=O)N1CCN(CC1)C(=O)C1=C(C=C(C=C1)NC(=O)C=1N(C(=CN1)C=1C(=NC(=CC1)OC)C(F)(F)F)C)Cl